3-Trimethoxysilylpropylsuccinic acid CO[Si](CCCC(C(=O)O)CC(=O)O)(OC)OC